CN1CCN(CC1)CC1=NSC(=N1)NC(=O)C1=CSC(=C1)C1=CC(=CC=C1)C(F)(F)F N-(3-((4-methylpiperazin-1-yl)methyl)-1,2,4-thiadiazol-5-yl)-5-(3-(trifluoromethyl)phenyl)thiophene-3-carboxamide